N-(2-((2-Hydroxyethyl)amino)-6-methylpyrimidin-4-yl)-4-(methylsulfonyl)-2-(6-azaspiro[2.5]octan-6-yl)benzamide OCCNC1=NC(=CC(=N1)NC(C1=C(C=C(C=C1)S(=O)(=O)C)N1CCC2(CC2)CC1)=O)C